methyl (S)-2-(6-butyl-5-(2,6-dimethoxyphenyl)-4-hydroxy-2-oxo-1,2-dihydropyridine-3-carboxamido)-3-cyclohexylpropanoate C(CCC)C1=C(C(=C(C(N1)=O)C(=O)N[C@H](C(=O)OC)CC1CCCCC1)O)C1=C(C=CC=C1OC)OC